(trans)-2-methylbut-2-enoic acid methyl ester COC(C(=CC)C)=O